C12CN(CC(N1)C2)C=2OC1=C(N2)C(=CC=C1C=1SC=CN1)C(C(F)(F)F)OCC#N 2-(1-(2-(3,6-diazabicyclo[3.1.1]heptan-3-yl)-7-(thiazol-2-yl)benzo[d]oxazol-4-yl)-2,2,2-trifluoroethoxy)acetonitrile